CC1=C(CP(C2=CC=CC=C2)(CC2=C(C=C(C=C2C)C)C)=O)C(=CC(=C1)C)C bis(2,4,6-trimethylbenzyl)-phenyl-phosphine oxide